O1CCC(CC1)NC1=CC2=C(C=N1)C(=CN2)C(F)(F)F N-(tetrahydro-2H-pyran-4-yl)-3-(trifluoromethyl)-1H-pyrrolo[3,2-c]pyridin-6-amine